(R)-4-((1-methylpiperidin-4-yl)amino)-N-(3-methylpyridin-2-yl)-N-(piperidin-3-yl)benzamide CN1CCC(CC1)NC1=CC=C(C(=O)N([C@H]2CNCCC2)C2=NC=CC=C2C)C=C1